ClC=1C=2N(C=CC1)N=C(N2)C2=C1C=C(N=CC1=C(N=C2)NC)C2(CC2)C(=O)N (5-(8-chloro-[1,2,4]triazolo[1,5-a]pyridin-2-yl)-8-(methylamino)-2,7-naphthyridin-3-yl)cyclopropanecarboxamide